CN(C)C(CO)O N,N-dimethylaminoethylene glycol